FC1=C(C=CC(=C1)F)C=1N2C(SC1)=NC(=C2)C(=O)N[C@@H]2C(N(C1=C(OC2)C=CC(=C1)C#CC=1C=NN(C1)C)C)=O (S)-3-(2,4-difluorophenyl)-N-(5-methyl-7-((1-methyl-1H-pyrazol-4-yl)ethynyl)-4-oxo-2,3,4,5-tetrahydrobenzo[b][1,4]oxazepine-3-yl)imidazo[2,1-b]thiazole-6-carboxamide